1-(4-(Hydroxymethyl)-3-(pyridazin-4-yl)-1H-pyrazol-5-yl)-3-(3,4,5-trifluorobenzyl)pyrrolidin-2-one OCC=1C(=NNC1N1C(C(CC1)CC1=CC(=C(C(=C1)F)F)F)=O)C1=CN=NC=C1